Tert-butyl (Z)-2-((3-benzyl-5-(3-hydroxy-2-methylphenyl)pyrazin-2-yl)amino)-3-(furan-2-yl)acrylate C(C1=CC=CC=C1)C=1C(=NC=C(N1)C1=C(C(=CC=C1)O)C)N\C(\C(=O)OC(C)(C)C)=C/C=1OC=CC1